O=C1NC(CCC1N1C(C2=CC=CC(=C2C1=O)C#CCCCCCCCN(C(OC(C)(C)C)=O)C)=O)=O Tert-butyl N-[9-[2-(2,6-dioxo-3-piperidyl)-1,3-dioxo-isoindolin-4-yl]non-8-ynyl]-N-methyl-carbamate